(3-(benzyloxy)phenyl)(6-(3,5-dimethylisoxazol-4-yl)-1H-pyrrolo[3,2-b]pyridin-3-yl)methanone C(C1=CC=CC=C1)OC=1C=C(C=CC1)C(=O)C1=CNC=2C1=NC=C(C2)C=2C(=NOC2C)C